FC(C(=O)O)(F)F.FC(C(=O)O)(F)F.NCC(CN)NCC=1C=CC(=C(C(=O)NC2=CC=C(C=C2)S(=O)(=O)N2CCN(CC2)C2=CC(=CC(=C2)Cl)Cl)C1)N(S(=O)(=O)C)C 5-(((1,3-Diaminopropan-2-yl)amino)methyl)-N-(4-((4-(3,5-dichlorophenyl)piperazin-1-yl)sulfonyl)phenyl)-2-(N-methylmethylsulfonamido)benzamide bis(2,2,2-trifluoroacetate)